ClC1=CC=C(C=C1)C1=NN=C(O1)C(=O)N 5-(4-chlorophenyl)-1,3,4-oxadiazole-2-carboxamide